2-(((5-(diheptylamino)-5-oxopentanoyl)oxy)methyl)-2-(1-isopropylpiperidine-4-carboxamido)propane-1,3-diyl bis(5-(diheptylamino)-5-oxopentanoate) C(CCCCCC)N(C(CCCC(=O)OCC(COC(CCCC(=O)N(CCCCCCC)CCCCCCC)=O)(NC(=O)C1CCN(CC1)C(C)C)COC(CCCC(=O)N(CCCCCCC)CCCCCCC)=O)=O)CCCCCCC